N1=CC(=CC=C1)[C@H]1[C@@H](C1)CC(=O)OC methyl [trans-2-(pyridin-3-yl)cyclopropyl]acetate